ClC1=CC=C(C=C1)C(C(=O)NC1(CCCC1)C(=O)N[C@H](CCC(=O)O)C(=O)O)(C)C (1-(2-(4-chlorophenyl)-2-methylpropanamido)cyclopentane-1-carbonyl)-D-glutamic acid